ClC1=CC(=C(C=C1C#N)NS(=O)(=O)C=1C=C(C(=O)OC)C=CC1C1CC1)OC1C(CC1)C Methyl 3-(N-(4-chloro-5-cyano-2-(2-methylcyclobutoxy)phenyl)sulfamoyl)-4-cyclopropylbenzoate